2-(4-(4-(difluoromethyl)pyrrolidin-2-yl)-2-fluorophenyl)-N-(3-(4-fluoropiperidin-1-yl)propyl)benzo[d]imidazo[2,1-b]thiazole-7-carboxamide dihydrochloride Cl.Cl.FC(C1CC(NC1)C1=CC(=C(C=C1)C=1N=C2SC3=C(N2C1)C=CC(=C3)C(=O)NCCCN3CCC(CC3)F)F)F